2-(4-benzyloxy-6-chloro-2-methyl-3-pyridinyl)acetic acid C(C1=CC=CC=C1)OC1=C(C(=NC(=C1)Cl)C)CC(=O)O